BrC1=CC=C(C=C1)C(CNC(=O)OC(C)(C)C)OC1=NC(=NC(=C1)C1=C(C=CC=C1C)C)NS(=O)(=O)C=1C=C(C(=O)O)C=CC1 3-[[4-[1-(4-bromophenyl)-2-(tert-butoxycarbonylamino)ethoxy]-6-(2,6-dimethylphenyl)pyrimidin-2-yl]sulfamoyl]benzoic acid